C(C=C)C1=C(C=CC(=C1)F)NC1(CC(C(=O)O)=CC=N1)C(F)(F)F 2-((2-allyl-4-fluorophenyl)amino)-2-(trifluoromethyl)isonicotinic acid